[4-[2-(azepan-3-yl)-3H-imidazo[4,5-b]pyridin-7-yl]-1-piperidyl]-[4-(trifluoromethoxy)phenyl]methanone N1CC(CCCC1)C1=NC=2C(=NC=CC2C2CCN(CC2)C(=O)C2=CC=C(C=C2)OC(F)(F)F)N1